C(CO)(=O)O.C(CO)(=O)O glycolic acid glycolate